FC1(CCC(CC1)C1=NC=CC(=C1NC(=O)C=1C=NN(C1)C(F)F)C1=NC=CC=C1F)F N-(2'-(4,4-difluorocyclohexyl)-3-fluoro-[2,4'-bipyridin]-3'-yl)-1-(difluoromethyl)-1H-pyrazole-4-carboxamide